2-(3-methylsulfonyl-5-trifluoromethylpyridin-2-yl)-3-methyl-6-pentafluoroethyl-3H-imidazo[4,5-b]pyridine CS(=O)(=O)C=1C(=NC=C(C1)C(F)(F)F)C1=NC=2C(=NC=C(C2)C(C(F)(F)F)(F)F)N1C